ClC=1C=C(C=C(C1)Cl)C1CCNCC1 4-(3,5-dichlorophenyl)piperidin